C(C)OC(=O)C=1C(=NC(=NC1)NC1=CC(=C(C(=O)O)C=C1)OC)N[C@H](CO)C1=CC=CC=C1 4-[[5-ethoxycarbonyl-4-[[(1S)-2-hydroxy-1-phenyl-ethyl]amino]pyrimidin-2-yl]amino]-2-methoxy-benzoic Acid